C12CNCC(CC1)N2C(CO)[2H] 2-(3,8-diazabicyclo[3.2.1]octan-8-yl)ethan-1-ol-2-d